C1(=CC(=CC(=C1)C(=O)NC=1C=C(C=C(C1)C(=O)[O-])C(=O)[O-])C(=O)NC=1C=C(C=C(C1)C(=O)[O-])C(=O)[O-])C(=O)NC=1C=C(C=C(C1)C(=O)[O-])C(=O)[O-] 5,5',5''-[1,3,5-benzenetriyltris(carbonylimino)]tris-1,3-benzenedicarboxylate